COC1C=CC(C2OC3C=C(O)C=C(O)C=3C(=O)C=2O)=CC=1OC 3',4'-O-dimethylquercetin